N[C@@H]1CCC=2C1=NC=C(C2)C2=CC1=C(N=C3N1[C@H]1C4=C(C(N([C@@H]3C1)C)=O)C=CC=C4OC(F)F)C=C2 (7R,14R)-11-((R)-7-amino-6,7-dihydro-5H-cyclopenta[b]pyridin-3-yl)-1-(difluoromethoxy)-6-methyl-6,7-dihydro-7,14-methanobenzo[f]benzo[4,5]imidazo[1,2-a][1,4]diazocin-5(14H)-one